7-methoxy-2-[2-(3-methyl[1,2,4]triazolo[4,3-a]pyridin-6-yl)cyclopropyl][1,2,4]triazolo[1,5-c]quinazolin-5-amine COC1=CC=CC=2C=3N(C(=NC12)N)N=C(N3)C3C(C3)C=3C=CC=1N(C3)C(=NN1)C